2-[[7-(4-cyanophenyl)-2-(trifluoromethyl)benzo[d]thiazol-6-yl]thio]-2-methylpropanoic acid C(#N)C1=CC=C(C=C1)C1=C(C=CC=2N=C(SC21)C(F)(F)F)SC(C(=O)O)(C)C